BrC=1C=CC2=C(NC(=N2)C2=CC(=CN2)C(=O)C2=C(C=CC=C2)C(F)(F)F)C1F (5-(6-bromo-7-fluoro-1H-benzo[d]imidazol-2-yl)-1H-pyrrol-3-yl)(2-(trifluoromethyl)phenyl)methanone